C(C)(C)(C)[C@H](C(O[SiH3])(C)C)[C@@H]1C(N[C@H]1OC(=O)C)=O (3S,4S)-3-[(R)-1-tert-butyl-dimethyl-siloxyethyl]-4-acetoxyl-2-azetidinone